N[C@H]1C[C@H](N(C1)CC1=C(C=CC=C1)Cl)C(=O)OC Methyl (2S,4S)-4-amino-1-[(2-chlorophenyl)methyl]pyrrolidine-2-carboxylate